1-(2-hydrazino-2-oxoethyl)pyridine N(N)C(CN1CC=CC=C1)=O